1,3-dithiolane-2-imine S1C(SCC1)=N